(2-ethoxy-3-pyridyl)-N-[(2-fluoro-3-pyridyl)methyl]-5-isopropyl-7-methyl-imidazo[1,5-b]pyridazin-4-amine C(C)OC1=NC=CC=C1C=1C=C(C=2N(N1)C(=NC2C(C)C)C)NCC=2C(=NC=CC2)F